(2S,4R)-4-hydroxy-1-((R)-3-methyl-2-(3-(3-oxopropyl)isoxazol-5-yl)butanoyl)-N-((S)-1-(4-(4-methylthiazol-5-yl)phenyl)ethyl)pyrrolidine-2-carboxamide O[C@@H]1C[C@H](N(C1)C([C@H](C(C)C)C1=CC(=NO1)CCC=O)=O)C(=O)N[C@@H](C)C1=CC=C(C=C1)C1=C(N=CS1)C